[N+](=O)([O-])C1=CC=C(C=C1)C(C=C)O 1-(4-nitrophenyl)prop-2-en-1-ol